5-chloro-4-(4-methylpiperazin-1-yl)-7-nitroquinoline ClC1=C2C(=CC=NC2=CC(=C1)[N+](=O)[O-])N1CCN(CC1)C